tert-butyl [(3R)-3-(trifluoromethyl)pyrrolidin-3-yl]carbamate FC([C@@]1(CNCC1)NC(OC(C)(C)C)=O)(F)F